rac-3-bromo-5-((tert-butyldimethylsilyl)oxy)-6,7-dihydro-5H-cyclopenta[b]pyridine BrC=1C=C2C(=NC1)CC[C@H]2O[Si](C)(C)C(C)(C)C |r|